C(C)(C)(C)OC(=O)N1C=CC=2C1=CN=CC2NC2=C(C(=NC=C2)OC)C(NC2=CC=C(C=C2)N2CCN(CC2)C)=O.C(CCC)[Ge](CCCC)(CCCC)CCCC Tetrabutyl-germane tert-butyl-4-((2-methoxy-3-((4-(4-methylpiperazin-1-yl)phenyl)carbamoyl)pyridin-4-yl)amino)-1H-pyrrolo[2,3-c]pyridine-1-carboxylate